ClP1OCC(O1)C(F)(F)F 2-chloro-4-trifluoromethyl-1,3,2-dioxaphospholane